N,N-dimethyl-4-[4-(5-{(3R)-3-[(2,5,7-trimethyl[1,2,4]triazolo[1,5-a]pyrimidin-6-yl)methyl]pyrrolidin-1-yl}pyrazin-2-yl)benzyl]piperazine-1-carboxamide Potassium tert-Butoxide CC(C)(C)[O-].[K+].CN(C(=O)N1CCN(CC1)CC1=CC=C(C=C1)C1=NC=C(N=C1)N1C[C@@H](CC1)CC=1C(=NC=2N(C1C)N=C(N2)C)C)C